4-((5-Chloro-7-(2-((3,5-dioxo-4-(2,2,2-trifluoroethyl)-4,5-dihydro-1,2,4-Triazin-2(3H)-yl)methyl)thieno[3,2-b]pyridin-7-yl)-1H-indol-1-yl)methyl)piperidine-4-Formonitrile ClC=1C=C2C=CN(C2=C(C1)C1=C2C(=NC=C1)C=C(S2)CN2N=CC(N(C2=O)CC(F)(F)F)=O)CC2(CCNCC2)C#N